N1=C(C=CC=C1)NC(CC(C1=CC=CC=C1)=O)=O N-(pyridine-2-yl)-benzoyl-acetamide